N-(1-((2S,3R,4R,5R)-3-fluoro-4-hydroxy-5-(hydroxymethyl)tetrahydrofuran-2-yl)-2-oxo-1,2-dihydropyrimidin-4-yl)-6-methylnicotinamide F[C@H]1[C@H](O[C@@H]([C@H]1O)CO)N1C(N=C(C=C1)NC(C1=CN=C(C=C1)C)=O)=O